2-(4'-fluorophenylethynyl)phenol FC1=CC=C(C=C1)C#CC1=C(C=CC=C1)O